2-Oxido-1,3,2-dioxaphospholan O=P1OCCO1